3-(2-chloro-3-((N-methylsulfamoyl)amino)benzyl)-4-((ethyl(methyl)amino)methyl)-6-fluoro-2-oxo-2H-chromen-7-yl dimethylcarbamate CN(C(OC1=C(C=C2C(=C(C(OC2=C1)=O)CC1=C(C(=CC=C1)NS(NC)(=O)=O)Cl)CN(C)CC)F)=O)C